3-(15,15,15-trifluoropentadecoxy)propyl phosphate P(=O)(OCCCOCCCCCCCCCCCCCCC(F)(F)F)([O-])[O-]